N-(2-(7-oxa-1-azaspiro[4.4]nonan-4-yl)thieno[2,3-b]pyridin-4-yl)-6-fluorobenzo[d]thiazol-5-amine N1CCC(C12COCC2)C2=CC=1C(=NC=CC1NC=1C(=CC3=C(N=CS3)C1)F)S2